O1C(OCC1)CC1OC12CN(C2)C(=O)C2=CC=C(C(=C2NC2=C(C=C(C=C2)I)F)F)F 6-{[2-(1,3-Dioxolan-2-ylmethyl)-1-oxa-5-azaspiro[2.3]Hex-5-yl]Carbonyl}-2,3-difluoro-N-(2-fluoro-4-iodophenyl)aniline